Cbz-piperidine C(=O)(OCC1=CC=CC=C1)N1CCCCC1